BrC=1C=C2CCC(SC2=C(C1)F)CO (6-bromo-8-fluoro-thiochroman-2-yl)-methanol